(±)-trans-N-[8-amino-7-(hydroxymethyl)-6-(4-methyl-3-pyridyl)-3-isoquinolyl]-2-cyano-cyclopropanecarboxamide NC=1C(=C(C=C2C=C(N=CC12)NC(=O)[C@H]1[C@@H](C1)C#N)C=1C=NC=CC1C)CO |r|